Cl.O1CC(C2=C1C=CC=C2)N 2,3-dihydro-1-benzofuran-3-amine hydrochloride